1,3-bis(4-(dimethylamino)phenyl)urea CN(C1=CC=C(C=C1)NC(=O)NC1=CC=C(C=C1)N(C)C)C